2-morpholinopropionamide, dihydrate O.O.O1CCN(CC1)C(C(=O)N)C